C12(C(C(C(C(C1(F)F)(F)F)(F)F)(F)F)(C(C(C(C2(F)F)(F)F)(F)F)(F)F)F)F The molecule is a fluorocarbon that is decalin in which every hydrogen is replaced by fluorine. Capable of dissolving large quantities of oxygen, it has been used as the basis of an artificial blood substitute. It has a role as a blood substitute and a solvent. It derives from a hydride of a decalin.